C(C)S(=O)(=O)NC1=C(C=C(C=C1)C1=C2C(=NC(=C1)NC(=O)C1CCCC1)NC=C2)F N-(4-(4-(ethylsulfonylamino)-3-fluorophenyl)-1H-pyrrolo[2,3-b]pyridin-6-yl)cyclopentylcarboxamide